tert-Butyl N-methyl-N-[[4-(2-methyl-4-pyridyl)phenyl]methyl]carbamate CN(C(OC(C)(C)C)=O)CC1=CC=C(C=C1)C1=CC(=NC=C1)C